OC(CNC1=CC=C(C=C1)N)C (β-hydroxypropyl)-p-phenylenediamine